BrCCCCCCCCC(OCC#CCCCCC)OCC#CCCCCC 9-bromo-1,1-bis(oct-2-yn-1-yloxy)nonane